1,5,5-trimethylpyrrolidin-3-yl 2-(3,5-dichlorophenyl)benzo[d]oxazole-6-carboxylate ClC=1C=C(C=C(C1)Cl)C=1OC2=C(N1)C=CC(=C2)C(=O)OC2CN(C(C2)(C)C)C